2-[2-fluoro-4-(3-fluoro-4-methoxy-piperidin-1-yl)-formylphenyl]-5-chloro-pyrrolo[1,2-b]pyridazine-7-carboxamide FC1=C(C=CC(=C1C=O)N1CC(C(CC1)OC)F)C=1C=CC=2N(N1)C(=CC2Cl)C(=O)N